NC1(COC1)CNC1=NC(=NC2=CC=C(C=C12)C)N1CCS(C2=C(C1)C=CC=C2)(=O)=O N-[(3-aminooxetan-3-yl)methyl]-2-(1,1-dioxo-3,5-dihydro-1,4-benzothiazepin-4-yl)-6-methyl-quinazolin-4-amine